(S)-fluoromethyl-6,9-difluoro-17-[(2-furanylcarbonyl)oxy]-11-hydroxy-16-methyl-3-oxo-androsta-1,4-diene FCC[C@]12C(C(C[C@H]1[C@@H]1CC(C3=CC(C=C[C@]3(C)[C@]1(C(C2)O)F)=O)F)C)OC(=O)C=2OC=CC2